C(C1=CC=CC=C1)OC(=O)N(C)CC1=C(N=NN1C)C1=CC=C(C(=N1)C)O[C@@H]1C[C@H](CCC1)C(=O)O (1S,3S)-3-((6-(5-((((benzyloxy)carbonyl)(methyl)amino)methyl)-1-methyl-1H-1,2,3-triazol-4-yl)-2-methylpyridin-3-yl)oxy)cyclohexanecarboxylic acid